Propane-1-sulfonothioic acid C(CC)S(=O)(O)=S